5-methylfurfural CC1=CC=C(C=O)O1